CC(C(=O)N)C(CCCCCCCC=CCCCCCCCC)CCCCCCCCC methyl-3-nonylicos-11-enamide